CS(=O)(=O)C1=NN2C(C(=N1)NCC1=NN=C(N1)C1=CC=C(C=C1)OC(F)(F)F)=NC=C2C(F)(F)F 2-(methanesulfonyl)-N-({5-[4-(trifluoromethoxy)phenyl]-4H-1,2,4-triazol-3-yl}methyl)-7-(trifluoromethyl)imidazo[2,1-f][1,2,4]triazin-4-amine